OC[C@@H]1[C@H](C1)CCCCC(=O)OC(C)(C)C tert-butyl 5-((1S,2S)-2-(hydroxymethyl)cyclopropyl)pentanoate